NC1=C2C(=NC=N1)N(N=C2C2=CC=C(C=C2)OC2=CC=CC=C2)[C@H]2CN(CCC2)C(=O)N2CCNCC2 (R)-(3-(4-amino-(4-phenoxyphenyl)-1H-pyrazolo[3,4-d]pyrimidin-1-yl)piperidin-1-yl)(piperazin-1-yl)methanone